NC=1C(=CC2=C(O[C@@H](C(N2CC2=CC=CC=C2)=O)C)C1)C#N (R)-7-amino-4-benzyl-2-methyl-3-oxo-3,4-dihydro-2H-benzo[b][1,4]oxazine-6-carbonitrile